N(=C=O)CC1=CC=C(C=C1)OC 1-(isocyanatomethyl)-4-methoxybenzene